COC(=O)[C@@H]1C[C@H](CCC1)OC=1C(=NC(=NC1)Cl)Cl (1S,3S)-3-((2,4-dichloropyrimidin-5-yl)oxy)cyclohexanecarboxylic acid methyl ester